indazole-4-carboxylic acid N1N=CC=2C(=CC=CC12)C(=O)O